tert-butyl 4-(6-ethyl-3-methoxy-2-pyridyl)piperazine-1-carboxylate C(C)C1=CC=C(C(=N1)N1CCN(CC1)C(=O)OC(C)(C)C)OC